C(C)(C)(C)OC(=O)NC1CN(CCC1)CC(=O)OC methyl 2-[3-(tert-butoxycarbonylamino)-1-piperidyl]acetate